2,4-bis(2-ethoxyphenyl)-6-[2-hydroxy-4-(2-acryloyloxyethoxy)phenyl]-s-triazine C(C)OC1=C(C=CC=C1)C1=NC(=NC(=N1)C1=C(C=CC=C1)OCC)C1=C(C=C(C=C1)OCCOC(C=C)=O)O